C(C)C(C(=O)O)=COCC.C(C)OC(C=COCC)=O 3-ethoxyacrylic acid Ethyl ester (Ethyl 3-ethoxyacrylate)